NC=1N=CC2=C(N1)C=C(N=C2)C=2C=NC(=CC2)N2CCN(CC2)C(C)C 2-amino-7-(6-(4-isopropylpiperazin-1-yl)pyridin-3-yl)pyrido[4,3-d]pyrimidine